(3S)-N-[(1S)-2-amino-1-[[(3R)-5,5-dimethyl-2-oxo-pyrrolidin-3-yl]methyl]-2-oxo-ethyl]-2-(7-chloro-5-methoxy-1H-indole-2-carbonyl)-2-azaspiro[4.5]decane-3-carboxamide NC([C@H](C[C@H]1C(NC(C1)(C)C)=O)NC(=O)[C@H]1N(CC2(C1)CCCCC2)C(=O)C=2NC1=C(C=C(C=C1C2)OC)Cl)=O